3,5-Dichloro-1-((2-(trimethylsilyl)ethoxy)methyl)-1H-pyrazolo[4,3-d]pyrimidine propyl-3-mercaptopropionate (propyl-3-mercaptopropionate) C(CC)C(C(=O)O)CS.C(CC)OC(CCS)=O.ClC1=NN(C2=C1N=C(N=C2)Cl)COCC[Si](C)(C)C